4-(2-(2-aminopyridin-3-yl)-5-(fluoromethoxy)-3H-imidazo[4,5-b]pyridin-3-yl)benzyl acetate C(C)(=O)OCC1=CC=C(C=C1)N1C(=NC=2C1=NC(=CC2)OCF)C=2C(=NC=CC2)N